FC=1C=C(C(=NC1)OC)CN1C(C2=CC=CC=C2C1=O)=O 2-((5-fluoro-2-methoxypyridin-3-yl)methyl)isoindoline-1,3-dione